carbomethoxybenzene (S)-2-((1-(3-benzhydryl-1-methyl-1,2,4-triazol-5-yl)ethyl)carbamoyl)-4-methoxypyridin-3-yl-butyrate C(C1=CC=CC=C1)(C1=CC=CC=C1)C1=NN(C(=N1)[C@H](C)NC(=O)C1=NC=CC(=C1OC(CCC)=O)OC)C.C(=O)(OC)C1=CC=CC=C1